C1(CC1)CNS(=O)(=O)C=1C=NC(=NC1)N1CCC(CC1)N1C(C(N(C2=CC=CC=C12)C)=O)=O N-(Cyclopropylmethyl)-2-(4-(4-methyl-2,3-dioxo-3,4-dihydroquinoxalin-1(2H)-yl)piperidin-1-yl)pyrimidine-5-sulfonamide